N-(4-(3,5-dimethylisoxazol-4-yl)-2-nitrophenyl)tetrahydro-2H-pyran-4-amine CC1=NOC(=C1C1=CC(=C(C=C1)NC1CCOCC1)[N+](=O)[O-])C